[6-(dimethylamino)naphthalen-2-yl]Carboxamide CN(C=1C=C2C=CC(=CC2=CC1)C(=O)N)C